6-(5,6-difluoro-4-((2-methoxyethyl)(methyl)amino)-8-(methylamino)-9H-pyrido[2,3-b]indol-3-yl)-1-methyl-4-oxo-1,4-dihydro-1,8-naphthyridine-3-carboxylic acid FC1=C2C3=C(NC2=C(C=C1F)NC)N=CC(=C3N(C)CCOC)C=3C=C1C(C(=CN(C1=NC3)C)C(=O)O)=O